C(=O)(OCC1C2=CC=CC=C2C2=CC=CC=C12)N[C@@H](CCCCNC(=O)OC(C)(C)C)C(=O)O Nα-Fmoc-Nε-Boc-lysine